4-(1-methyldihydropyridin-4-yl)-6-(6-(trifluoromethyl)pyridin-2-yl)-N-(2-(trifluoromethyl)pyridin-4-yl)-1,3,5-triazin-2-amine CN1CCC(C=C1)C1=NC(=NC(=N1)C1=NC(=CC=C1)C(F)(F)F)NC1=CC(=NC=C1)C(F)(F)F